1-phenyl-1,3-propanediol C1(=CC=CC=C1)C(CCO)O